2,5-dichloro-N-(2-(((R)-3-methyl-1-((R)-7-methyl-4-oxo-1,3,6,2-dioxazaborocan-2-yl)butyl)amino)-2-oxoethyl)benzamide ClC1=C(C(=O)NCC(=O)N[C@@H](CC(C)C)B2OC[C@H](NCC(O2)=O)C)C=C(C=C1)Cl